2-[[1-(3-ethoxy-5-methoxyphenyl)-5-isobutyl-1H-pyrazol-3-yl]amino]-5-(thiophen-2-yl)nicotinic acid C(C)OC=1C=C(C=C(C1)OC)N1N=C(C=C1CC(C)C)NC1=C(C(=O)O)C=C(C=N1)C=1SC=CC1